C(C=C)N1C(=CC=2C1=NC(=CC2)[C@@H](C)N)C2=NC1=C(N2C)C=C(C(=C1)C(=O)OC)F methyl (R)-2-(1-allyl-6-(1-aminoethyl)-1H-pyrrolo[2,3-b]pyridin-2-yl)-6-fluoro-1-methyl-1H-benzo[d]imidazole-5-carboxylate